2-methylbutyric acid methyl ester COC(C(CC)C)=O